3-[2-[2-(2,6-dioxo-3-piperidyl)-1,3-dioxo-isoindolin-5-yl]ethynyl]azetidine-1-carboxylic acid tert-butyl ester C(C)(C)(C)OC(=O)N1CC(C1)C#CC=1C=C2C(N(C(C2=CC1)=O)C1C(NC(CC1)=O)=O)=O